C1(=CC=CC=C1)S(=O)(=O)C1(C(C1)C=C)S(=O)(=O)C1=CC=CC=C1 1,1-diphenylsulfonyl-2-vinylcyclopropane